FC1=CC2=C(C(=NS2)C2CCN(CC2)C(=O)C2=CC=C(C=C2)[C@@]2(C(NC(N2)=O)=O)C(C)C)C=C1 (R)-5-{4-[4-(6-fluorobenzo[d]isothiazol-3-yl)piperidine-1-carbonyl]phenyl}-5-isopropylimidazolidine-2,4-dione